FC(C=1C=CC(=C(C1)B1OC(C(O1)(C)C)(C)C)C)F 2-[5-(difluoromethyl)-2-methyl-phenyl]-4,4,5,5-tetramethyl-1,3,2-dioxaborolane